CC1=C(C=NC=C1)C1=NC=NC=C1 4-(4-methylpyridin-3-yl)pyrimidine